4-oxo-8,12-diaza-3-silylheptadecan O=C(C(CC)[SiH3])CCCNCCCNCCCCC